C1(CCCCC1)NC(=O)C1=C(C2=CC=C(C(=C2C=C1)N)C(=O)NC1CCCCC1)N N,N'-dicyclohexyl-1,5-diamino-2,6-naphthalenedicarboxamide